ClC1=C(C=CC2=C1C(=N[C@H](C=1N2C(=NN1)C)C)C1=C(C=CC=C1F)F)Cl (4S)-7,8-dichloro-6-(2,6-difluorophenyl)-1,4-dimethyl-4H-[1,2,4]triazolo[4,3-a][1,4]benzodiazepine